FC1=C(CN2N=CC(=C2)B2OC(C(O2)(C)C)(C)C)C=CC(=C1)F 1-(2,4-difluorobenzyl)-4-(4,4,5,5-tetramethyl-1,3,2-dioxaborolan-2-yl)-1H-pyrazole